6-(2-amino-5-bromo-6-fluoropyridin-3-yl)-7-fluoro-3,4-dihydroisoquinolin-1(2H)-one NC1=NC(=C(C=C1C=1C=C2CCNC(C2=CC1F)=O)Br)F